(imidazo[1,2-a]pyridin-3-yl)methanone N=1C=C(N2C1C=CC=C2)C=O